1-[6-[5-fluoro-6-[(5-methyl-1,3,4-oxadiazol-2-yl)amino]benzimidazol-1-yl]-3-(1-hydroxyethyl)-2-pyridyl]-5-methyl-pyrazole-3-carbonitrile FC1=CC2=C(N(C=N2)C2=CC=C(C(=N2)N2N=C(C=C2C)C#N)C(C)O)C=C1NC=1OC(=NN1)C